CN(CCOC=1C=C(C=CC1)[C@@H]1N(C[C@H](N(C1)C(C(C)C)=O)C)C(=O)OC(C)(C)C)C tert-butyl (2S,5R)-2-[3-[2-(dimethylamino)ethoxy]phenyl]-5-methyl-4-(2-methylpropanoyl)piperazine-1-carboxylate